C1(CC1)C1=NC(=CC(=C1)C1=NN(C(=N1)C)/C=C(/C(=O)N1CC(C1)C#N)\C=1C=NC=NC1)C(F)(F)F (E)-1-(3-(3-(2-cyclopropyl-6-(trifluoromethyl)pyridin-4-yl)-5-methyl-1H-1,2,4-Triazol-1-yl)-2-(pyrimidin-5-yl)acryloyl)azetidine-3-carbonitrile